8-(4-((1R,2S)-6-(tert-butoxy)-2-phenyl-1,2,3,4-tetrahydronaphthalen-1-yl)phenyl)-2-oxa-8-azaspiro[4.5]decane-3-carbaldehyde C(C)(C)(C)OC=1C=C2CC[C@@H]([C@@H](C2=CC1)C1=CC=C(C=C1)N1CCC2(CC(OC2)C=O)CC1)C1=CC=CC=C1